(E)-4-(3-(cyclopropylmethoxy)-4-(difluoromethoxy)styryl)benzoic acid C1(CC1)COC=1C=C(/C=C/C2=CC=C(C(=O)O)C=C2)C=CC1OC(F)F